CN1N=C(C(=C(C1=O)C)S(=O)(=O)Cl)C 1,3,5-trimethyl-6-oxo-1,6-dihydropyridazine-4-sulfonyl chloride